ethyl sulphon C(C)S(=O)(=O)CC